N-(4-sulfonylaminophenyl)maleimide S(=O)(=O)=NC1=CC=C(C=C1)N1C(C=CC1=O)=O